C(CCCCCCCCC)N(C(\C=C\C(=O)O)=O)CCCCCCCCCC N,N-di-n-decyl-fumaric acid amide